1-(6-(4-(5,6-dichloro-1H-indazol-4-yl)-3-(2,2-dimethyl-4-(4-methylpiperazine-1-carbonyl)piperidin-1-yl)-5-methyl-1H-pyrazol-1-yl)-2-azaspiro[3.3]heptan-2-yl)prop-2-en-1-one ClC=1C(=C2C=NNC2=CC1Cl)C=1C(=NN(C1C)C1CC2(CN(C2)C(C=C)=O)C1)N1C(CC(CC1)C(=O)N1CCN(CC1)C)(C)C